OC([C@H](C)N1C(N(C2=C1C=C(C=C2)C(=O)NC2(CS(C2)(=O)=O)C)C2=CC(=CC=C2)OC(C(F)F)(F)F)=O)(C)C (S)-3-(3-hydroxy-3-methylbutan-2-yl)-N-(3-methyl-1,1-dioxidothietan-3-yl)-2-oxo-1-(3-(1,1,2,2-tetrafluoroethoxy)phenyl)-2,3-dihydro-1H-benzo[d]imidazole-5-carboxamide